ClCC=1N=C(SC1)NC(=N)N 1-(4-(chloromethyl)thiazol-2-yl)guanidine